CCC(CC)N The molecule is a primary aliphatic amine that is pentane substituted by an amino group at position 3. Metabolite observed in cancer metabolism. It has a role as a human metabolite. It derives from a hydride of a pentane.